tert-butyl (tert-butoxycarbonyl)(((2R,5S)-2-(4-(3,5-difluorophenoxy)phenyl)-3-oxo-1,4-thiazepan-5-yl)methyl)carbamate C(C)(C)(C)OC(=O)N(C(OC(C)(C)C)=O)C[C@H]1NC([C@H](SCC1)C1=CC=C(C=C1)OC1=CC(=CC(=C1)F)F)=O